C(C)(C)(C)OC(=O)C=1C=C2C=NNC2=CC1 1H-indazole-5-carboxylic acid tert-butyl ester